(4-methylthiazol-5-yl)boronic acid CC=1N=CSC1B(O)O